2-(5-fluoro-2-(trans-3-methoxytetrahydro-2H-pyran-4-yl)phenyl)-2-(3-(5-(5,6,7,8-tetrahydro-1,8-naphthyridin-2-yl)pentyloxy)azetidin-1-yl)acetic acid FC=1C=CC(=C(C1)C(C(=O)O)N1CC(C1)OCCCCCC1=NC=2NCCCC2C=C1)[C@H]1[C@@H](COCC1)OC